ClC=1C=C2C=C(NC2=CC1C1=NC=C(C=C1)OC)CNC(=O)C1(CC1)C N-((5-chloro-6-(5-methoxypyridin-2-yl)-1H-indol-2-yl)methyl)-1-methylcyclopropane-1-carboxamide